N-(5-Amino-2-methylphenyl)-2-(naphthalen-1-yl)propanamide NC=1C=CC(=C(C1)NC(C(C)C1=CC=CC2=CC=CC=C12)=O)C